4-((S)-4-acryloyl-2-methylpiperazin-1-yl)-6-fluoro-7-(2-fluoro-6-hydroxyphenyl)-1-(4-methyl-2-(methylsulfonyl)pyridin-3-yl)pyridino[2,3-d]pyrimidin-2(1H)-one C(C=C)(=O)N1C[C@@H](N(CC1)C=1C2=C(N(C(N1)=O)C=1C(=NC=CC1C)S(=O)(=O)C)N=C(C(=C2)F)C2=C(C=CC=C2O)F)C